3-(7-chloro-6-(hydroxymethyl)-1-oxoisoindolin-2-yl)piperidine-2,6-dione ClC=1C(=CC=C2CN(C(C12)=O)C1C(NC(CC1)=O)=O)CO